NC=1C(=CC2=C(OCC(O2)(C)C)C1)C(=O)N 7-amino-3,3-dimethyl-2,3-Dihydrobenzo[b][1,4]dioxin-6-carboxamide